N-(5-(6-(2-((1S,4S)-2-oxa-5-azabicyclo[2.2.1]heptan-5-yl)-4-(trifluoromethyl)phenyl)-1-oxo-3,4-dihydroisoquinolin-2(1H)-yl)-2-hydroxyphenyl)methanesulfonamide [C@@H]12OC[C@@H](N(C1)C1=C(C=CC(=C1)C(F)(F)F)C=1C=C3CCN(C(C3=CC1)=O)C=1C=CC(=C(C1)NS(=O)(=O)C)O)C2